C(C)(C)(C)C=1C=C(C=C(C1)C(C)(C)C)NN1CN=CN=C1 3-(3,5-di-t-butylphenylamino)-1,3,5-triazine